tert-Butyl 4-(7-ethynyl-5-fluoro-cinnolin-3-yl)piperidine-1-carboxylate C(#C)C1=CC(=C2C=C(N=NC2=C1)C1CCN(CC1)C(=O)OC(C)(C)C)F